COC=1C=C(C=CC1)C(=O)C1=NOC(=C1)C1=CC=CC=C1 (3-methoxyphenyl)(5-phenylisoxazol-3-yl)methanone